2-[[1-[3-(4-methoxyphenyl)propanoyl]-4-piperidyl]amino]-5,6,7,8-tetrahydro-3H-quinazolin-4-one COC1=CC=C(C=C1)CCC(=O)N1CCC(CC1)NC1=NC=2CCCCC2C(N1)=O